ferric hydriodide I.[Fe+3]